methyl 2-(2-hydrazineylpyridin-4-yl)-2-methylpropanoate formate C(=O)O.N(N)C1=NC=CC(=C1)C(C(=O)OC)(C)C